(R)-2-(1-((1-Methylpiperidin-3-yl)amino)-7,8-dihydro-5H-pyrano[3,4-d]pyridazin-4-yl)-5-(trifluoromethyl)phenol CN1C[C@@H](CCC1)NC1=C2C(=C(N=N1)C1=C(C=C(C=C1)C(F)(F)F)O)COCC2